C1(=CC=CC=C1)C1C2C3C4C=CC(C3C(C1)C2)C4 9-Phenyl-tetracyclo[6.2.1.13,6.02,7]Dodeca-4-ene